[O-]S(=O)(=O)C(F)(F)F.C1(=CC=CC=C1)[S+](C=C)C1=CC=CC=C1 diphenyl-vinylsulfonium triflate